2-methoxylhydroquinone O(C)C1=C(O)C=CC(=C1)O